5,5',5'',5'''-(4-(2-(2,6-dimethylpyridin-4-yl)phenyl)pyridine-2,3,5,6-tetrayl)tetrakis(5H-pyrido[3,2-b]indole) CC1=NC(=CC(=C1)C1=C(C=CC=C1)C1=C(C(=NC(=C1N1C2=C(C=3C=CC=CC13)N=CC=C2)N2C1=C(C=3C=CC=CC23)N=CC=C1)N1C2=C(C=3C=CC=CC13)N=CC=C2)N2C1=C(C=3C=CC=CC23)N=CC=C1)C